3-isopropyl-N,N-dimethylimidazo[1,2-a]pyridine-2-carboxamide C(C)(C)C1=C(N=C2N1C=CC=C2)C(=O)N(C)C